5-hydroxy-5-(2-hydroxyethyl)hexahydrocyclopenta[c]pyrrole-2(1H)-carboxylic acid tert-butyl ester C(C)(C)(C)OC(=O)N1CC2C(C1)CC(C2)(CCO)O